N-((2-methoxy-5-(1-methoxycyclopropyl)phenyl)sulfonyl)-5-(pyridin-2-yl)quinoline-2-carboxamide COC1=C(C=C(C=C1)C1(CC1)OC)S(=O)(=O)NC(=O)C1=NC2=CC=CC(=C2C=C1)C1=NC=CC=C1